NC=1C=C(C(=NC1)OC[C@H]1N(S(N(C1)C)(=O)=O)C(=O)OC)Br methyl (S)-3-(((5-amino-3-bromopyridin-2-yl)oxy)methyl)-5-methyl-1,2,5-thiadiazolidine-2-carboxylate 1,1-dioxide